N1C=C(C2=CC=CC=C12)C(C(N(C([2H])([2H])[2H])C([2H])([2H])[2H])([2H])[2H])([2H])[2H] 2-(1H-indol-3-yl)-N,N-bis(methyl-d3)ethan-1-amine-1,1,2,2-d